B([O-])(O)O.C(C(=O)O)(=O)O.C(C(=O)O)(=O)O.[Li+] Lithium bis-(oxalate) borate